ClC=1C=C(CN(C(OC(C)(C)C)=O)CCC(NCCCNC2=C3C=NN(C3=CC(=C2)C=2C=NNC(C2)=O)C2OCCCC2)=O)C=CC1OC(F)(F)F tert-butyl 3-chloro-4-(trifluoromethoxy)benzyl(3-oxo-3-((3-((6-(6-oxo-1,6-dihydropyridazin-4-yl)-1-(tetrahydro-2H-pyran-2-yl)-1H-indazol-4-yl)amino)propyl)amino)propyl)carbamate